CC1(CC(CCC1)(C)C)NCN 1,3,3-trimethyl-1-(aminomethyl)aminocyclohexane